C[Si]1(O[Si](O[Si](O[Si](O1)(C(C)=O)C)(C(C)=O)C)(C(C)=O)C)C(C)=O 2,4,6,8-tetramethyl-2,4,6,8-tetraacetyl-cyclotetrasiloxane